5-(4-chlorophenoxy)thiazolo[5,4-b]pyridin-2-amine ClC1=CC=C(OC2=CC=C3C(=N2)SC(=N3)N)C=C1